O1CC(C1)C(=O)N oxetane-3-carboxamide